O[C@]1(C(COC(CC)=O)=O)CC[C@H]2[C@@H]3CCC4=CC(CC[C@]4(C)[C@H]3CC[C@]12C)=O 17a-hydroxy-21-propionyloxy-pregna-4-ene-3,20-dione